FC1=C2C3(CNC2=C(C=C1)[N+](=O)[O-])CCC3 4'-fluoro-7'-nitrospiro[cyclobutane-1,3'-indoline]